4-(5-phenyl-1H-pyrrolo[2,3-b]pyridin-3-yl)benzoic acid C1(=CC=CC=C1)C=1C=C2C(=NC1)NC=C2C2=CC=C(C(=O)O)C=C2